C1(=CC=CC=C1)N1N=CC(=C1)C=1SC=C(N1)C(=O)N1CCN(CC1)S(=O)(=O)N 4-[2-(1-phenyl-1H-pyrazol-4-yl)-1,3-thiazole-4-carbonyl]piperazine-1-sulfonamide